E-formaldehyde C=O